2-(4-(2-(4-chloro-2-fluorophenyl)-2-methylbenzo[d][1,3]dioxol-4-yl)-2-fluorobenzyl)-1-(isoxazol-3-ylmethyl)-3a,7a-dihydro-1H-benzo[d]imidazole-6-carboxylic acid ClC1=CC(=C(C=C1)C1(OC2=C(O1)C=CC=C2C2=CC(=C(CC1=NC3C(N1CC1=NOC=C1)C=C(C=C3)C(=O)O)C=C2)F)C)F